Sulfo-N-hydroxysulfosuccinimide sodium salt [Na+].S(=O)(=O)([O-])C1(C(=O)N(C(C1)=O)O)S(=O)(=O)[O-].[Na+]